N1C=CC2=CC(C(C=C12)=O)=O 5,6-Indolequinone